O=C(C(=O)[O-])C 2-oxopropanoate